C(CCCCC)OCCNC N-(2-hexyloxyethyl)methylamine